(R)-4-(3-(dimethylamino)pyrrolidin-1-yl)-N1-(4-(7-methoxy-1H-indol-3-yl)-5-(trifluoromethyl)pyrimidin-2-yl)benzene-1,3-diamine CN([C@H]1CN(CC1)C1=C(C=C(C=C1)NC1=NC=C(C(=N1)C1=CNC2=C(C=CC=C12)OC)C(F)(F)F)N)C